NC1CN(C1)C(=O)C1=C(SC2=NC=CC=C21)NC2=C(C=C(C=C2)I)F (3-aminoazetidin-1-yl)-{2-[(2-fluoro-4-iodophenyl)amino]thieno[2,3-b]pyridin-3-yl}methanone